((2-(ethylsulfonyl)-3-(5-(2,2,3,3,3-pentafluoropropoxy)pyrazin-2-yl)pyrazolo[1,5-a]pyrimidin-7-yl)imino)dimethyl-λ6-sulfanone C(C)S(=O)(=O)C1=NN2C(N=CC=C2N=S(=O)(C)C)=C1C1=NC=C(N=C1)OCC(C(F)(F)F)(F)F